ClC1=C(C=CC=C1Cl)N1CCN(CC1)CC1=NC2=C(C=CC=C2C=C1)O ((4-(2,3-dichlorophenyl)piperazin-1-yl)methyl)quinolin-8-ol